(3-(4-morpholino-1H-pyrazol-1-yl)cyclobutyl)methanol tert-butyl-(3-(7-carbamoyl-5,6-difluoro-2-methyl-1H-indol-4-yl)cyclohex-3-en-1-yl)carbamate C(C)(C)(C)N(C(=O)OCC1CC(C1)N1N=CC(=C1)N1CCOCC1)C1CC(=CCC1)C1=C2C=C(NC2=C(C(=C1F)F)C(N)=O)C